(penta-fluorobenzyl)-borat FC1=C(C(=C(C(=C1COB([O-])[O-])F)F)F)F